2-methyl-1-(5-(5-(5-(trifluoromethyl)-1,2,4-oxadiazol-3-yl)pyridin-2-yl)-2,5-diazabicyclo[2.2.1]heptan-2-yl)propan-1-one CC(C(=O)N1C2CN(C(C1)C2)C2=NC=C(C=C2)C2=NOC(=N2)C(F)(F)F)C